C(C)N(C=1OC2=C(N1)C=C(C=C2)NC(=O)C=2C=CC1=C(CCO1)C2)CC 2,3-dihydro-benzofuran-5-carboxylic acid (2-diethylamino-benzoxazol-5-yl)-amide